C(#N)/C(/C(=O)N1C(C2=CC(=CC=C2CC1)OCCCCC(=O)O)C)=C/C=1SC=CN1 (Z)-5-((2-(2-cyano-3-(thiazol-2-yl)acryloyl)-1-methyl-1,2,3,4-tetrahydroisoquinolin-7-yl)oxy)pentanoic acid